(1S,4s)-4-(8-(2,4-dichloro-6-fluorophenylamino)-2-((1R,3R)-3-hydroxycyclohexylamino)-9H-purin-9-yl)-1-methylcyclohexanecarboxamide ClC1=C(C(=CC(=C1)Cl)F)NC=1N(C2=NC(=NC=C2N1)N[C@H]1C[C@@H](CCC1)O)C1CCC(CC1)(C(=O)N)C